5-cyclopropyl-1,2,5-thiadiazolidine-2-carboxylic acid tert-butyl ester 1,1-dioxide C(C)(C)(C)OC(=O)N1S(N(CC1)C1CC1)(=O)=O